C1(=CC(=CC=C1)CCC(=O)NC1=C(C=CC=C1)C)C 3-(m-tolyl)-N-(o-tolyl)propionamide